Cl.CN(CCN1C(CC(SC2=C1C=CC=C2)C2=CC=C(C=C2)OC)=O)C 5-[2-(Dimethylamino)ethyl]-2,3-dihydro-2-(4-methoxyphenyl)-1,5-benzothiazepin-4(5H)-one monohydrochloride